1-(3-(hydroxymethyl)pyrrolidin-1-yl)ethan-1-one OCC1CN(CC1)C(C)=O